tert-butyl 4-(4-{5-[(4-{4-[(tert-butoxy)carbonyl]piperazin-1-yl}phenyl)carbamoyl]furan-2-amido}phenyl)piperazine-1-carboxylate C(C)(C)(C)OC(=O)N1CCN(CC1)C1=CC=C(C=C1)NC(=O)C1=CC=C(O1)C(=O)NC1=CC=C(C=C1)N1CCN(CC1)C(=O)OC(C)(C)C